5-chloro-1,8-dimethyl-3-morpholinopyrido[2,3-d]pyridazin-2(1H)-one ClC1=C2C(=C(N=N1)C)N(C(C(=C2)N2CCOCC2)=O)C